COC1=CC=C(CSC2=CCN(C=C2)C)C=C1 4-((4-methoxybenzyl)thio)-1-methylpyridin